CC1=C(COC2CN(C2)C(=O)NC2=CC(=CC=C2)NS(=O)(=O)C)C=CC=C1 3-((2-methylbenzyl)oxy)-N-(3-(methylsulfonamido)phenyl)azetidine-1-carboxamide